1-[bis(dimethylamino)methylene]-1H-[1,2,3]triazolo[4,5-b]pyridin-1-ium 3-oxide Hexafluorophosphate F[P-](F)(F)(F)(F)F.CN(C)C(=[N+]1N=[N+](C2=NC=CC=C21)[O-])N(C)C